3-(4-aminophenyl)-5-{4-[(2R)-1,4-dioxan-2-ylmethoxy]-3-methoxyphenyl}pyridin-2-amine NC1=CC=C(C=C1)C=1C(=NC=C(C1)C1=CC(=C(C=C1)OC[C@@H]1OCCOC1)OC)N